Fluoro-6-benzylamino-9-(tetrahydro-2H-pyran-2-yl)-9H-purine FC1=NC(=C2N=CN(C2=N1)C1OCCCC1)NCC1=CC=CC=C1